2-(2,6-dioxopiperidin-3-yl)-5-fluoro-6-(1-(piperidin-4-ylmethyl)piperidin-4-yl)isoindoline-1,3-dione O=C1NC(CCC1N1C(C2=CC(=C(C=C2C1=O)F)C1CCN(CC1)CC1CCNCC1)=O)=O